N-[6-(5-chloro-1,3-benzoxazol-2-yl)spiro[3.3]Heptane-2-yl]-5-(cyclobutanecarbonyl-sulfamoyl)furan-2-carboxamide ClC=1C=CC2=C(N=C(O2)C2CC3(CC(C3)NC(=O)C=3OC(=CC3)S(NC(=O)C3CCC3)(=O)=O)C2)C1